rac-2-[(2S,5R)-2-(3-Fluorophenyl)-5-methyl-1-piperidyl]-N-(5-methyl-3-pyridyl)-2-oxo-acetamide FC=1C=C(C=CC1)[C@H]1N(C[C@@H](CC1)C)C(C(=O)NC=1C=NC=C(C1)C)=O |r|